Diethylaluminum hypophosphite [PH2](=O)[O-].C(C)[Al+]CC